C1(=CC=CC=C1)C1=NN(C(=C1CC1=CC=C(C=C1)S(N)(=O)=O)C#CC1=CC=CC=C1)C=1SC=C(N1)C(=O)O 2-(3-phenyl-5-(phenylethynyl)-4-(4-sulfamoylbenzyl)-1H-pyrazol-1-yl)thiazole-4-carboxylic acid